C(C)C(C=C)CC=CCC 3-ethyl-1,5-octadiene